FC(C1=NN=C(O1)C1=CC=C(C=N1)CN(S(=O)(=O)C)C1=CC=CC=C1)F N-((6-(5-(difluoromethyl)-1,3,4-oxadiazol-2-yl)pyridin-3-yl)methyl)-N-phenylmethanesulfonamide